4,5-dibenzyl 1-(tert-butyl) (3aS,4R,6aR)-4-((E)-but-2-en-1-yl)hexahydropyrrolo[3,4-b]Pyrrole-1,4,5-tricarboxylate C(\C=C\C)[C@]1(N(C[C@@H]2N(CC[C@@H]21)C(=O)OC(C)(C)C)C(=O)OCC2=CC=CC=C2)C(=O)OCC2=CC=CC=C2